8-fluoro-4-isopropoxyquinoline-2-carboxylic acid FC=1C=CC=C2C(=CC(=NC12)C(=O)O)OC(C)C